ClC1=CC=C(C=C1)[C@@H]([C@@H](O)[C@@H]1NCCC1)C1=CC(=CC=C1)F (1R,2R)-2-(4-chlorophenyl)-2-(3-fluorophenyl)-1-((R)-pyrrolidin-2-yl)ethanol